2,2-Bis[4-(2-hydroxy-3-methacryloxypropyloxy)phenyl]propane OC(COC1=CC=C(C=C1)C(C)(C)C1=CC=C(C=C1)OCC(COC(C(=C)C)=O)O)COC(C(=C)C)=O